1-(2-methoxyphenoxy)propan-2-one tert-Butyl-2-(4-bromopyrazol-1-yl)-7-azaspiro[3.5]nonane-7-carboxylate C(C)(C)(C)OC(=O)N1CCC2(CC(C2)N2N=CC(=C2)Br)CC1.COC1=C(OCC(C)=O)C=CC=C1